C1(CC1)N1C[C@H](N(CC1)CC1=C2C=CNC2=C(C=C1OC)C)C1=CC=C(C(=O)O)C=C1 |r| Racemic-4-(4-cyclopropyl-1-((5-methoxy-7-methyl-1H-indol-4-yl)methyl)piperazin-2-yl)benzoic acid